NCCOCCOCCOCCOCCOCCNC1=CC(=C(C(=O)NC=2SC(=C(N2)C2=CC=CC=C2)C)C=C1)C 4-((17-amino-3,6,9,12,15-pentaoxaheptadecyl)amino)-2-methyl-N-(5-methyl-4-phenylthiazol-2-yl)benzamide